FC(O[C@@H]1C[C@@H](CC1)OC=1C=NN(C1)C12CC(C1)(C2)NC(OC(C)(C)C)=O)(F)F tert-butyl [3-(4-{[(1R,3S)-3-(trifluoromethoxy)cyclopentyl]oxy}-1H-pyrazol-1-yl)bicyclo[1.1.1]pentan-1-yl]carbamate